4,4-dibromo-bipyridineethanol tert-butyl-[(3R,4S)-3-hydroxytetrahydro-2H-pyran-4-yl]carbamate C(C)(C)(C)N(C(=O)OCCC1C(=NC=CC1(Br)Br)C1=NC=CC=C1)[C@@H]1[C@H](COCC1)O